cis-N1-methylcyclohexane-1,3-diamine CN[C@@H]1C[C@@H](CCC1)N